BrC1=C(C=CC=C1)C(CCCCCO)C 6-(2-bromophenyl)heptan-1-ol